N-[2-(2-{2-[2-(2-azidoethoxy)ethoxy]ethoxy}ethoxy)ethyl](4-nitrophenoxy)carboxamide N(=[N+]=[N-])CCOCCOCCOCCOCCNC(=O)OC1=CC=C(C=C1)[N+](=O)[O-]